S(=O)(=O)(OO)O peroxymonosulfuric acid